C(CC(=O)[O-])(=O)[O-].[Na+].[Na+] Dinatrium malonat